1-(4-Fluorophenyl)-3-((1s,4s)-4-((7-morpholino-1,6-naphthyridin-5-yl)oxy)cyclohexyl)urea FC1=CC=C(C=C1)NC(=O)NC1CCC(CC1)OC1=C2C=CC=NC2=CC(=N1)N1CCOCC1